NC1=NC=C(C(=C1)C1=CC=C(C=C1)N1CCN(CC1)C(=O)OC(C)(C)C)OC1=C(C(=CC=C1)Cl)C(=O)OC tert-butyl 4-(4-(2-amino-5-(3-chloro-2-(methoxycarbonyl)phenoxy)pyridin-4-yl)phenyl)piperazine-1-carboxylate